NC1=C(C(=NN1C(C)C)C1=CC=C(C=C1)CC(=O)NC1=CC(=C(C=C1)F)C(F)(F)F)C(=O)N 5-Amino-3-(4-(2-((4-fluoro-3-(trifluoromethyl)phenyl)amino)-2-oxoethyl)phenyl)-1-isopropyl-1H-pyrazole-4-carboxamide